C(C(=C)C)(=O)[Si](OC)(OC)C methacryloylmethyldimethoxysilane